COC(C(CCCCC#N)=O)=O 6-Cyano-2-oxohexanoic acid methyl ester